4-(1-methoxyethyl)indoline COC(C)C1=C2CCNC2=CC=C1